O.[Pr] praseodymium water